ClC1=CC=C(CN2C(N(C(N=C2NC2=CC=C(C=C2)OC2=NC=CC=C2)=O)C[C@@H](CNS(O)(=O)=O)C)=O)C=C1 (S)-(3-(3-(4-chlorobenzyl)-2,6-dioxo-4-((4-(pyridin-2-yloxy)phenyl)amino)-3,6-dihydro-1,3,5-triazin-1(2H)-yl)-2-methylpropyl)sulfamic acid